L-cladinose O=CC[C@@](C)(OC)[C@@H](O)[C@@H](O)C